NC=1N=C(C=C2C=C(N=CC12)NC=1C=NN(C1)C1CN(CC1)C(C)=O)C=1C=NC=CC1C (3-(4-(8-amino-6-(4-methylpyridin-3-yl)-2,7-naphthyridin-3-ylamino)-1H-pyrazol-1-yl)pyrrolidin-1-yl)ethanone